NC1=C(C(=NN1C(C(F)F)C(F)F)C1=C2C=CNC2=C(C=C1)CNC(C1=C(C=CC(=C1)F)OC)=O)C(=O)N 5-amino-3-(7-((5-fluoro-2-methoxybenzamido)methyl)-1H-indol-4-yl)-1-(1,1,3,3-tetrafluoropropan-2-yl)-1H-pyrazole-4-carboxamide